N[C@@H]1C2=CC=CC=C2CC12CCN(CC2)C=2NC(C1=C(N2)NN=C1C1(CC1)C1=CC=CC2=CC=CC=C12)=O (S)-6-(1-amino-1,3-dihydrospiro[indene-2,4'-piperidin]-1'-yl)-3-(1-(naphthalen-1-yl)cyclopropyl)-1,5-dihydro-4H-pyrazolo[3,4-d]pyrimidin-4-one